CC1=CC(=C(C=C1)S)S 3,4-toluenedithiol